[B].[Mn] manganese-Boron